FC1=CC=C2C(=CNC2=C1F)S(=O)(=O)Cl 6,7-difluoro-1H-indole-3-sulfonyl chloride